C(C)OC(=O)C1=CC2=C(S1)CCCC2 ethyl-4,5,6,7-tetrahydrobenzo[b]thiophene-2-carboxylate